C(#N)C=1C=C(CN2CC=3C(N(C=4N(C3CC2)C=CN4)CC4=C(C=C(C=C4)F)F)=O)C=CC1 7-(3-cyanobenzyl)-4-(2,4-difluorobenzyl)-6,7,8,9-tetrahydroimidazo[1,2-a]pyrido[3,4-e]pyrimidine-5(4H)-one